NC1=NN2C(C=C(C=C2)C2=CC=C(C=C2)CC(=O)NC2=CC=C(C=C2)C(CC)(F)F)=N1 2-[4-(2-Amino-[1,2,4]triazolo[1,5-a]pyridin-7-yl)phenyl]-N-[4-(1,1-difluoropropyl)phenyl]acetamide